BrC1=CC=C(C=C1)N1N=C(C=2[C@@H](N(CCC21)C(=O)OC(C)(C)C)C#N)O |r| tert-butyl (rac)-1-(4-bromophenyl)-4-cyano-3-hydroxy-1,4,6,7-tetrahydro-5H-pyrazolo[4,3-c]pyridine-5-carboxylate